C(=O)C=1C=C(C=CC1)C=1C=C2C(=NC=NN2C1)C1=CC(=C(C=C1)CNC(OC(C)(C)C)=O)C tert-butyl N-[[4-[6-(3-formylphenyl)pyrrolo[2,1-f][1,2,4]triazin-4-yl]-2-methyl-phenyl]methyl]carbamate